FC1=C(C(=C(C=C1OC)OC)F)C(=O)C1=C(C=2C(=CN=C(C2)NC2=C(C=C(C=C2)N2CCN(CC2)CC)[N+](=O)[O-])O1)OCC1=CC(=C(C(=C1)OC)OC)OC (2,6-difluoro-3,5-dimethoxyphenyl)(5-(4-(4-ethylpiperazin-1-yl)-2-nitrophenylamino)-3-(3,4,5-trimethoxybenzyloxy)furo[2,3-c]pyridin-2-yl)methanone